CN1N=C(C=C1C)NC1=NC=C(C(=N1)C1=CNC2=C(C=CC=C12)N1C(C2=CC=CC(=C2C1)NC(=O)C1(CCOCC1)C)=O)C N-(2-(3-(2-((1,5-dimethyl-1H-pyrazol-3-yl)amino)-5-methylpyrimidin-4-yl)-1H-indol-7-yl)-1-oxoisoindolin-4-yl)-4-methyltetrahydro-2H-pyran-4-carboxamide